propyl 6-oxohexadecanoate O=C(CCCCC(=O)OCCC)CCCCCCCCCC